C(C)(=O)C1=C(C(=O)OC)C=CC(=C1)N methyl 2-acetyl-4-aminobenzoate